N-((5-Fluoro-2,3-dihydrobenzofuran-4-yl)methyl)-8-(5-morpholino-[1,2,4]triazolo[1,5-a]pyridin-8-yl)-[1,2,4]triazolo[4,3-c]pyrimidin-5-amine FC=1C=CC2=C(CCO2)C1CNC1=NC=C(C=2N1C=NN2)C=2C=1N(C(=CC2)N2CCOCC2)N=CN1